C(C)N(C(=O)C1=C(OC2=C(N=CN=N2)C(=O)OCC)C=CC(=C1)F)C(C)C ethyl 6-(2-(ethyl (isopropyl) carbamoyl)-4-fluorophenoxy)-1,2,4-triazine-5-carboxylate